vitamin C monoethanolamine salt C(O)CN.OC=1[C@H](OC(C1O)=O)[C@H](CO)O